((3-fluoro-5-methyl-4-(pyrimidin-2-yloxy)phenyl)carbamoyl)-3-methoxycyclobutane-1-carboxamide FC=1C=C(C=C(C1OC1=NC=CC=N1)C)NC(=O)C1(CC(C1)OC)C(=O)N